CC1(OB(OC1(C)C)C1=CC(=CC=C1)C1=CC=C(C2=CC=CC=C12)C1=CC=CC=C1)C 4,4,5,5-tetramethyl-2-(3-(4-phenylnaphthalen-1-yl)phenyl)-1,3,2-dioxaborolan